tert-butyl (3R,4R)-4-[3-[3-(2,4-dioxohexahydropyrimidin-1-yl)imidazo[1,2-a]pyridin-8-yl]prop-2-ynoxy]-3-methyl-piperidine-1-carboxylate O=C1N(CCC(N1)=O)C1=CN=C2N1C=CC=C2C#CCO[C@H]2[C@@H](CN(CC2)C(=O)OC(C)(C)C)C